C(CCCC=C)[Si](Cl)(Cl)CCCCCCC=C (5-hexenyl)(7-octenyl)dichlorosilane